CC(C)S(=O)(=O)OC1=CC=C(C=C1)NC(=O)NC1=CC=C(C=C1)OS(=O)(=O)C(C)C N,N'-di-[4-(2-propanesulfonyloxy)phenyl]urea